C1(CC1)C1=C(C=NN1C)B1OC(C(O1)(C)C)(C)C 5-cyclopropyl-1-methyl-4-(4,4,5,5-tetramethyl-1,3,2-dioxaborolane-2-yl)-1H-Pyrazole